2-(4-fluorophenyl)-N-{4-[5-methyl-3-(2-methylphenyl)-4-oxo-4,5-dihydro-1H-pyrrolo[3,2-c]pyridin-2-yl]pyridin-2-yl}propanamide FC1=CC=C(C=C1)C(C(=O)NC1=NC=CC(=C1)C1=C(C=2C(N(C=CC2N1)C)=O)C1=C(C=CC=C1)C)C